3-bromo-2,6-di(thiazol-2-yl)pyridin-4-amine BrC=1C(=NC(=CC1N)C=1SC=CN1)C=1SC=CN1